ClC1=CN=CC2=C1OC(C(N2)=O)(C)C 8-chloro-2,2-dimethyl-2H-pyrido[4,3-b][1,4]oxazin-3(4H)-one